ClC(C)(C=C)C 2-chloro-2-methylbutene